COC1=CC=C2C(NC(NC2=C1)=O)=O 7-methoxy-1,2,3,4-tetrahydroquinazoline-2,4-dione